8-(3-(2,3-dihydrofuran-3-yl)-5-fluoro-1H-indol-7-yl)-7-fluoro-1,4,4,9-tetramethyl-4,5-dihydroimidazo[1,2-a]quinoxaline O1CC(C=C1)C1=CNC2=C(C=C(C=C12)F)C1=C(C=C2NC(C=3N(C2=C1C)C(=CN3)C)(C)C)F